FC1(CCC2=C1N=C(N=C2C=2C=C1CCC3(COCCC(N3)=O)C1=CC2)N2[C@H]([C@@H](C2)O)C)F 5-(7,7-difluoro-2-((2S,3R)-3-hydroxy-2-methylazetidin-1-yl)-6,7-dihydro-5H-cyclopenta[d]pyrimidin-4-yl)-2,3-dihydrospiro[indene-1,3'-[1,4]oxazepan]-5'-one